(1-{6-methyl-4-[(1-methylcyclopropyl)amino]furo[2,3-d]pyrimidine-5-carbonyl}-1,2,3,6-tetrahydropyridin-4-yl)pyrimidine-4-carbonitrile CC1=C(C2=C(N=CN=C2NC2(CC2)C)O1)C(=O)N1CCC(=CC1)C1=NC=CC(=N1)C#N